FC1=C(C=C(C=C1)N1C(=C(C2=CC(=CC=C12)O)[C@H]1[C@@H](C1)C(=O)O)C1CCOCC1)C trans-2-(1-(4-fluoro-3-methylphenyl)-5-hydroxy-2-(tetrahydro-2H-pyran-4-yl)-1H-indol-3-yl)cyclopropane-1-carboxylic acid